4-(4-amino-6-(4-methacrylamidophenyl)-7-methyl-7H-pyrrolo[2,3-d]pyrimidin-5-yl)-2-methoxy-N-(1-(methoxymethyl)cyclobutyl)benzamide NC=1C2=C(N=CN1)N(C(=C2C2=CC(=C(C(=O)NC1(CCC1)COC)C=C2)OC)C2=CC=C(C=C2)NC(C(=C)C)=O)C